C(C)OC(C(CC(=O)C1=C(C=C(C=C1)F)F)=O)=O 4-(2,4-difluorophenyl)-2,4-dioxo-butyric acid ethyl ester